C(C)(C)(C)N1CCC(CC1)N1N=NC(=C1)[C@H](C=1C=C2CN(CC2=CC1)CC)NC=1C=C2C(=C(C=NC2=C(C1)Cl)C#N)NC1=CC(=C(C=C1)F)Cl (S)-6-(((1-(1-(tert-butyl)piperidin-4-yl)-1H-1,2,3-triazol-4-yl)(2-ethylisoindolin-5-yl)methyl)amino)-8-chloro-4-((3-chloro-4-fluorophenyl)amino)quinoline-3-carbonitrile